O[C@H](CC\C(=C/CC=1C(=C2C(C=C(OC2=CC1OCOC)C1=CC=CC=C1)=O)O)\C)C(C)(C)O (R,Z)-6-(6,7-dihydroxy-3,7-dimethyloct-2-en-1-yl)-5-hydroxy-7-(methoxymethoxy)-2-phenyl-4H-chromen-4-one